S1C2=C(C=C1)C(=CC=C2)N2CCN(CC2)CCCCOC2=CC=C1C(CC(N(C1=C2)COC(=O)C2CCCCC2)=O)(C)C Cyclohexanecarboxylic acid 7-[4-(4-benzo[b]thiophen-4-ylpiperazin-1-yl)butoxy]-4,4-dimethyl-2-oxo-3,4-dihydro-2H-quinolin-1-ylmethyl ester